2-di-cyclohexylphosphino-biphenyl C1(CCCCC1)P(C1=C(C=CC=C1)C1=CC=CC=C1)C1CCCCC1